Methyl 3-[[1-(1-tert-butoxycarbonyl-4-piperidyl)-3-methyl-pyrazol-4-yl]amino]-6-chloro-5-cyclopropyl-pyrazine-2-carboxylate C(C)(C)(C)OC(=O)N1CCC(CC1)N1N=C(C(=C1)NC=1C(=NC(=C(N1)C1CC1)Cl)C(=O)OC)C